3-bromo-1-isopropyl-6-nitroquinolin-4(1H)-one BrC1=CN(C2=CC=C(C=C2C1=O)[N+](=O)[O-])C(C)C